Cl.OC1[C@H](N)[C@@H](O)[C@@H](O)[C@H](O1)CO D(+)-Galactosamine, Hydrochloride